C(C=C)C(C(=O)C1=CC=CC=C1)CC allyl-ethyl-acetophenone